1-(4-(4-(4-(benzo[d]thiazol-5-ylamino)quinolin-7-yl)-5-fluoro-2-methylbenzoyl)piperazin-1-yl)-2-methylpropan-1-one S1C=NC2=C1C=CC(=C2)NC2=CC=NC1=CC(=CC=C21)C2=CC(=C(C(=O)N1CCN(CC1)C(C(C)C)=O)C=C2F)C